5-(3-hydroxy-4-methoxyphenyl)-5,6-dihydropyrido[2,3-d]pyrimidine-4,7(3H,8H)-dione OC=1C=C(C=CC1OC)C1CC(NC=2N=CNC(C21)=O)=O